(S)-N-(4-(11-(3-aminopyrrolidin-1-yl)-7,8,9,10-tetrahydro-6H-cyclohepta[b]quinolin-2-yl)pyridin-2-yl)cyclohexanecarboxamide hydrochloride Cl.N[C@@H]1CN(CC1)C1=C2C(=NC3=CC=C(C=C13)C1=CC(=NC=C1)NC(=O)C1CCCCC1)CCCCC2